5-adamantan-1-yl-2,4-dihydroxy-N-(3-hydroxy-5-methoxybenzyl)-benzoic acid amide C12(CC3CC(CC(C1)C3)C2)C=2C(=CC(=C(C(=O)NCC3=CC(=CC(=C3)OC)O)C2)O)O